(2-Hydroxyethyl)sulfonamide methyl-2-[3,5-dichloro-4-[2-[3-[2,6-dichloro-4-(3-methoxy-3-oxo-propyl)phenoxy]propoxy]ethoxy]anilino]benzoate COC(C1=C(C=CC=C1)NC1=CC(=C(C(=C1)Cl)OCCOCCCOC1=C(C=C(C=C1Cl)CCC(=O)OC)Cl)Cl)=O.OCCS(=O)(=O)N